N-(2-((2-chloro-5-methylpyrimidin-4-yl)amino)phenyl)propan-1-sulfonamide ClC1=NC=C(C(=N1)NC1=C(C=CC=C1)NS(=O)(=O)CCC)C